methyl 4-(4-((2-amino-4-(butylamino)-5-oxopyrido[4,3-d]pyrimidin-6(5H)-yl)methyl)benzyl)piperazine-1-carboxylate NC=1N=C(C2=C(N1)C=CN(C2=O)CC2=CC=C(CN1CCN(CC1)C(=O)OC)C=C2)NCCCC